C(CCC)N(CC(=O)O)C(=O)OC1=C(C=CC(=C1)CC1COC2=CC(=C(C(=C2C1)OC)OC)OC)OC.[C-]1(C=CC=C1)C(=O)Cl.[C-]1(C=CC=C1)C(=O)Cl.[Fe+2] 1'-ferrocenediformylchloride butyl-((2-methoxy-5-((5,6,7-trimethoxychroman-3-yl)methyl)phenoxy)carbonyl)glycinate